FC(C(=C)C1=CC=C(C=C1)C(F)(F)F)F 1-(3,3-difluoroprop-1-en-2-yl)-4-(trifluoromethyl)benzene